CCCCCCCC[C@H]1[C@H](O1)CCCCCCCC(=O)OC[C@H](COP(=O)([O-])OCC[N+](C)(C)C)O The molecule is an lysophosphatidylcholine derived from epoxidation across the double bond of 1-O-oleoyl-sn-glycero-3-phosphocholine. It is a lysophosphatidylcholine 18:0 and a 1-O-acyl-sn-glycero-3-phosphocholine.